1,3-dimethoxy-5-phenoxy-2-(prop-1-en-2-yl)benzene COC1=C(C(=CC(=C1)OC1=CC=CC=C1)OC)C(=C)C